C(=O)(O)C[N+](C)(C)CC1=CC=C(C=C1)NC([C@H](C)NC([C@H](C(C)C)NC(CCN1C(C=CC1=O)=O)=O)=O)=O 1-carboxy-N-(4-((S)-2-((S)-2-(3-(2,5-dioxo-2,5-dihydro-1H-pyrrol-1-yl)propanamido)-3-methylbutanamido)propanamido)benzyl)-N,N-dimethylmethanaminium